bis[(Carbazolyl)biphenylyl]triphenylene C1(=CC=CC=2C3=CC=CC=C3NC12)C=1C(=C(C=CC1)C1=CC=CC=C1)C1=C(C=2C3=CC=CC=C3C3=CC=CC=C3C2C=C1)C1=C(C=CC=C1C1=CC=CC=2C3=CC=CC=C3NC12)C1=CC=CC=C1